NC1=NC=NC2=C1C(=C1C(=C[C@@H](CN21)NC#CC)C)C=2C=NC1=CC=CC=C1C2 (S)-N-(4-amino-6-methyl-5-(quinolin-3-yl)-8,9-dihydropyrimido[5,4-b]indolizin-8-yl)-propynylamine